5-chloro-N-(3,5-difluoro-4-{8-fluoro-3-[(2-methoxyethyl)amino]isoquinolin-7-yl}pyridin-2-yl)-2-methoxypyridine-3-sulfonamide ClC=1C=C(C(=NC1)OC)S(=O)(=O)NC1=NC=C(C(=C1F)C1=CC=C2C=C(N=CC2=C1F)NCCOC)F